(R)-N-((S)-1-(4-(1H-tetrazol-5-yl)phenyl)ethyl)-2-((4-fluorobenzyl)oxy)-3-methylbutanamide N1N=NN=C1C1=CC=C(C=C1)[C@H](C)NC([C@@H](C(C)C)OCC1=CC=C(C=C1)F)=O